5-chloro-2-[(6-chloro-3-thiomorpholinylsulfonyl-4-quinolinyl)amino]-4-fluoro-benzoic acid ClC=1C(=CC(=C(C(=O)O)C1)NC1=C(C=NC2=CC=C(C=C12)Cl)S(=O)(=O)N1CCSCC1)F